C(C)S(=O)(=O)OC Methyl Ethanesulfonate